ClC1=C(C=CC=C1)C=1N(C2=NC(=NC(=C2N1)N1CCC(CC1)(C(=O)N)C)NC[C@H](C)O)C1=CC=C(C=C1)Cl [8-(2-chlorophenyl)-9-(4-chlorophenyl)-2-[[(2S)-2-hydroxypropyl]amino]purin-6-yl]-4-methyl-piperidine-4-carboxamide